N-Oleoyl-sarcosine C(CCCCCCC\C=C/CCCCCCCC)(=O)N(C)CC(=O)O